C(C)OC(C(=C)C1=CC=C(C=C1)CN1C=NC=C1)=O (4-(1H-imidazolylmethyl)phenyl)-acrylic acid ethyl ester